ClC=1C=C(C=CC1C(=O)N1CCN(CC1)C(=O)[C@@H]1CNCC1)NC(=O)C=1N(C(=CN1)C=1C(=NN(C1)CC=1C=NC=CC1)C(F)(F)F)C N-[3-chloro-4-[4-[(3S)-pyrrolidine-3-carbonyl]piperazine-1-carbonyl]phenyl]-1-methyl-5-[1-(pyridin-3-ylmethyl)-3-(trifluoromethyl)pyrazol-4-yl]imidazole-2-carboxamide